NC=1C=C(C=C(C1)OC)CO (3-amino-5-methoxyphenyl)methanol